C(C1=CC=CC=C1)OC1=CC=C(C=C1)C[C@@H](C(=O)O)NC([C@H](C)O)=O (S)-3-(4-(benzyloxy)phenyl)-2-((S)-2-hydroxypropionamido)propanoic acid